N-[2-(4-isopropoylpiperazin-1-yl)ethyl]-6-[5-[3-(methoxymethyl)phenyl]-1H-imidazol-4-yl]-1,5-naphthyridin-3-amine C(CN1CCN(CC1)CCNC=1C=NC2=CC=C(N=C2C1)C=1N=CNC1C1=CC(=CC=C1)COC)(C)=O